FC1(CC(C1)N1C(=NC2=NC=C(C=C21)C=2C=CN1N=C(N=CC12)N[C@@H]1C[C@H](C1)COC)C)F 5-(1-(3,3-difluorocyclobutyl)-2-methyl-1H-imidazo[4,5-b]pyridin-6-yl)-N-(trans-3-(methoxymethyl)cyclobutyl)pyrrolo[2,1-f][1,2,4]triazin-2-amine